C[C@@H]1CN(CCN1)C1=CN=C2C=CC(=NC2=C1)C=1C(=NNC1)C1=NC(=CC=C1)C 7-[(3R)-3-methylpiperazin-1-yl]-2-[3-(6-methyl-2-pyridyl)-1H-pyrazol-4-yl]-1,5-naphthyridine